(E)-2,3-bis(4-fluorophenyl)acrolein FC1=CC=C(C=C1)/C(/C=O)=C\C1=CC=C(C=C1)F